C(C=C)(=O)C1N(CC1NC1=C(C(=C(C(=C1F)F)S(=O)(=O)C)F)F)C1=CC=NC2=CC(=C(C=C12)Cl)C1=C(C=CC=C1C)C.[K].[Na] sodium potassium alloyl-(6-chloro-7-(2,6-dimethylphenyl)quinolin-4-yl)-N-(2,3,5,6-tetrafluoro-4-(methylsulfonyl)phenyl)azetidin-3-amine